phenyl-6-(phenylamino)-1,3,5-triazin-2-ylcarbamic acid neopentyl ester C(C(C)(C)C)OC(N(C1=NC(=NC=N1)NC1=CC=CC=C1)C1=CC=CC=C1)=O